C1(CC1)C1=CC(=NN1)C=O 5-CYCLOPROPYL-1H-PYRAZOLE-3-CARBALDEHYDE